C(C1=CC=CC=C1)OC1CC(C1)(O)C=1C=NC(=CC1)C(F)(F)F 3-(benzyloxy)-1-(6-(trifluoromethyl)pyridin-3-yl)cyclobutan-1-ol